L-γ-glutamyl-L-cysteineylglycine N[C@@H](CCC(=O)N[C@@H](CS)C(=O)NCC(=O)O)C(=O)O